C(C1=CC=CC=C1)N(C(=O)OCC=1SC2=C(N1)C(=CC=C2)O[C@@H]2C[C@H](CCC2)C(=O)OC)C |r| (+/-)-methyl (1S,3S)-3-((2-(((benzyl(methyl)carbamoyl)oxy)methyl)benzo[d]thiazol-4-yl)oxy)cyclohexane-1-carboxylate